C1(CCCC1)C(=O)N1C2=C(C3=CC=CC=C13)CCN[C@H]2C (1S,3S)-N'-(cyclopentyl-formyl)-1-methyl-2,3,4,9-tetrahydropyridino[3,4-b]indol